ClC1=C(C=CC=2C3=C(NC12)CCN(C3)C(=O)NN)Cl 6,7-dichloro-1,3,4,5-tetrahydro-2H-pyrido[4,3-b]indole-2-carbohydrazide